C(C1=CC=CC=C1)SC=1C=C2C=CC(N(C2=CC1)C1=C(C=C(C(=C1)F)Br)OC)=O 6-(benzylsulfanyl)-1-(4-bromo-5-fluoro-2-methoxyphenyl)quinolin-2(1H)-one